[2-(pyridin-3-yl)pyrazolo[1,5-a]pyridin-3-yl]methanone N1=CC(=CC=C1)C1=NN2C(C=CC=C2)=C1C=O